C(C)NC(=O)C=1C(=C2[C@H]3[C@H](C(OC2=CC1CCCCC)(C)C)CCC(=C3)C)O (6aR,10aR)-N-ethyl-1-hydroxy-6,6,9-trimethyl-3-pentyl-6a,7,8,10a-tetrahydro-6H-benzo[c]chromene-2-carboxamide